Cl.Cl.FC=1C=C(C#N)C=CC1N1CCNCC1 3-fluoro-4-(piperazin-1-yl)benzonitrile 2HCl